BrC=1C=CC(=C2C=CNC12)CC#N 2-(7-Bromo-1H-indol-4-yl)acetonitrile